1-iodoperfluorooctyl bromide IC(C(C(C(C(C(C(C(F)(F)F)(F)F)(F)F)(F)F)(F)F)(F)F)(F)F)(F)Br